CN(C)C1=CN=C(N=C1Cl)Cl 2,4-dichloro-N,N-dimethylpyrimidin-5-amine